Ethyl 3-(1-(benzyloxy)-2-methylpropan-2-yl)-1H-pyrazole-5-carboxylate C(C1=CC=CC=C1)OCC(C)(C)C1=NNC(=C1)C(=O)OCC